racemic-2-(5-methyl-1,2-oxazol-3-yl)but-3-yn-2-ol CC1=CC(=NO1)[C@@](C)(C#C)O |r|